N(C1=CC=CC=C1)=O anilinone